N-(adamantan-1-yl)-2-((6-cyclopentyl-2-oxo-1,2-dihydropyrimidin-4-yl)oxy)acetamide C12(CC3CC(CC(C1)C3)C2)NC(COC2=NC(NC(=C2)C2CCCC2)=O)=O